[C@H]12CC(C[C@H](CC1)O2)O[C@@H](CO)C2=C(C=CC=C2)OC(F)F (R)-2-(((1R,3R,5S)-8-oxabicyclo[3.2.1]oct-3-yl)oxy)-2-(2-(difluoromethoxy)phenyl)ethan-1-ol